2-(((1-(3,3,3-trifluoropropyl)azetidin-3-yl)carbamoyl)oxy)propane-1,3-diyl dipalmitate C(CCCCCCCCCCCCCCC)(=O)OCC(COC(CCCCCCCCCCCCCCC)=O)OC(NC1CN(C1)CCC(F)(F)F)=O